CN(C)C1=C(C=CC=C1)N=NC1=CC=CC=C1 dimethylamino-azobenzene